(2S,4S)-4-fluoro-1-[2-[(3R)-3-[[7-(trifluoromethyl)-5-quinolyl]amino]pyrrolidin-1-yl]acetyl]pyrrolidine-2-carbonitrile F[C@H]1C[C@H](N(C1)C(CN1C[C@@H](CC1)NC1=C2C=CC=NC2=CC(=C1)C(F)(F)F)=O)C#N